OC(CCCCCCCCCCCCCCC)OC(CCCCCCCCCCCCCCC)O (1-hydroxyhexadecyl)ether